C(CCCCCCCCC)N(CCC(=O)OCCCCN1CCN(CC1)CCCCOC(CCN(CCCCCCCCCC)CCCCCCCCCC)=O)CCCCCCCCCC piperazine-1,4-diylbis(butane-4,1-diyl) bis(3-(didecylamino)propanoate)